N1(CCC1)C(CN1C(N(C2=NC=C(C=C21)C2=CC(=C(C=C2)F)C)C)=O)=O 1-[2-(azetidin-1-yl)-2-oxo-ethyl]-6-(4-fluoro-3-methyl-phenyl)-3-methyl-imidazo[4,5-b]pyridin-2-one